OC1(CC(C1)(C#N)C)C1=CC2=NC(=CC=C2S1)C1=CC=2C(N=C1)=NN(C2)C cis-3-hydroxy-1-methyl-3-(5-(2-methyl-2H-pyrazolo[3,4-b]pyridin-5-yl)thieno[3,2-b]pyridin-2-yl)cyclobutanecarbonitrile